1-((5-(1-aminoisoquinolin-7-yl)-1-(tetrahydrofuran-3-yl)-1H-indazol-3-yl)methyl)-1H-indole-7-carboxylic acid NC1=NC=CC2=CC=C(C=C12)C=1C=C2C(=NN(C2=CC1)C1COCC1)CN1C=CC2=CC=CC(=C12)C(=O)O